6-(Azetidin-1-yl)-4-fluoro-N-(2-propoxy-6-propylbenzene-1-sulfonyl)-1-benzofuran-2-carboxamide N1(CCC1)C1=CC2=C(C=C(O2)C(=O)NS(=O)(=O)C2=C(C=CC=C2CCC)OCCC)C(=C1)F